6-[4-[(4-fluorophenyl)methyl]piperidine-1-carbonyl]-4H-1,4-benzoxazin-3-one FC1=CC=C(C=C1)CC1CCN(CC1)C(=O)C=1C=CC2=C(NC(CO2)=O)C1